8-(4-tert-butylphenyl)-3-methyl-6-oxo-2H,3H,4H,6H-pyrimido[2,1-b][1,3,5]thiadiazine-7-carbonitrile C(C)(C)(C)C1=CC=C(C=C1)C=1N=C2SCN(CN2C(C1C#N)=O)C